(3-chloro-2,4-dimethyl-5,7-dihydropyrrolo[3,4-b]pyridin-6-yl)-[(3R)-1-(4-methylpyrimidin-2-yl)pyrrolidin-3-yl]methanone ClC=1C(=C2C(=NC1C)CN(C2)C(=O)[C@H]2CN(CC2)C2=NC=CC(=N2)C)C